C1(CCCC1)C1(CC1)C1=CC=C(C=C1)C=1NC=2N(C(C1)=O)N=C(C2C(=O)N2CC(C2)CF)C2=NC=CC=N2 5-(4-(1-Cyclopentylcyclopropyl)phenyl)-3-(3-(fluoromethyl)azetidine-1-carbonyl)-2-(pyrimidin-2-yl)pyrazolo[1,5-a]pyrimidin-7(4H)-one